tert-butyl (2-((7-amino-N-cyclohexyl-heptanamido)oxy)ethyl)(ethyl)carbamate NCCCCCCC(=O)N(C1CCCCC1)OCCN(C(OC(C)(C)C)=O)CC